5-fluoro-3-(4-nitrobenzyl)pyrimidine-2,4(1H,3H)-dione FC=1C(N(C(NC1)=O)CC1=CC=C(C=C1)[N+](=O)[O-])=O